C[C@@H]1CN(C[C@@H](N1)C)C=1N=NC(=CN1)C1=C(C=C(C=C1)C=1SC=2C(=NC=C(N2)C)N1)O 2-{3-[(3r,5s)-3,5-dimethylpiperazin-1-yl]-1,2,4-triazin-6-yl}-5-(6-methyl-[1,3]thiazolo[4,5-b]pyrazin-2-yl)phenol